FC1=C(C=C(C=C1)N1N=CC2=CC(=CC=C12)C1=CC=C(C=C1)C)O 2-Fluoro-5-(5-(p-tolyl)-1H-indazol-1-yl)phenol